N-(4-((3S,5R)-3-amino-5-methylpiperidin-1-yl)pyridin-3-yl)-4'-ethyl-2,2',6,6'-Tetrafluoro-[1,1'-biphenyl]-3-carboxamide dihydrochloride Cl.Cl.N[C@@H]1CN(C[C@@H](C1)C)C1=C(C=NC=C1)NC(=O)C=1C(=C(C(=CC1)F)C1=C(C=C(C=C1F)CC)F)F